FC(F)=C1CC=CC=C1 difluoromethylene-benzene